5-Chloro-3-cyclobutylpyrazolo[1,5-a]pyridin-2-amine ClC1=CC=2N(C=C1)N=C(C2C2CCC2)N